C(C)SCCO 2-(ethylsulfanyl)ethan-1-ol